C1(CC1)CCC1=CC=C(C=C1)N(C=1C=C2CCN[C@@H](C2=CC1)CNC1=C(C(=O)O)C=CN=C1)C (S)-3-(((6-((4-(2-cyclopropylethyl)phenyl)(methyl)amino)-1,2,3,4-tetrahydroisoquinolin-1-yl)methyl)amino)isonicotinic acid